Cl.NC(C(=O)O)C(F)(F)F 2-amino-3,3,3-trifluoropropionic acid hydrochloride